C(C)(C)(C)C(C(=O)[O-])(C(=O)[O-])CC t-butylethylmalonate